[1,1'-biphenyl]-3-propionic acid C1(=CC(=CC=C1)CCC(=O)O)C1=CC=CC=C1